FC(S(=O)(=O)O)(F)F.C(C)(C)(C)C1=NC(=CC=C1)C(C)(C)C 2,6-di-tert-butyl-pyridine trifluoro-methanesulfonate